7-(4-(3-((3-cyano-4-((2,4-dichloro-5-methoxyphenyl)amino)-6-methoxyquinolin-7-yl)oxy)propyl)piperazin-1-yl)-N-(2-(2,6-dioxopiperidin-3-yl)-1-oxoisoindolin-4-yl)-7-oxoheptanamide C(#N)C=1C=NC2=CC(=C(C=C2C1NC1=C(C=C(C(=C1)OC)Cl)Cl)OC)OCCCN1CCN(CC1)C(CCCCCC(=O)NC1=C2CN(C(C2=CC=C1)=O)C1C(NC(CC1)=O)=O)=O